N-acetylmuramyl-L-alanyl-D-isoglutamyl-amino-L-alanine C(C)(=O)N([C@@H](C)C(=O)N[C@H](CCC(=O)N([C@@H](C)C(=O)O)N)C(N)=O)C1[C@H](N)[C@@H](O[C@@H](C(=O)O)C)[C@H](O)[C@H](O1)CO